The molecule is an organic cation that is the conjugate acid of novapikromycin, obtained by protonation of the tertiary amino group; major species at pH 7.3. It is an ammonium ion derivative and an organic cation. It is a conjugate acid of a novapikromycin. C[C@H]1C[C@H](C(=O)/C=C/[C@]([C@H](OC(=O)[C@@H](C(=O)[C@@H]([C@H]1O[C@H]2[C@@H]([C@H](C[C@H](O2)C)[NH+](C)C)O)C)C)[C@@H](C)O)(C)O)C